tert-butyl 4-((6-bromoquinolin-3-yl)carbamoyl)piperidine-1-carboxylate BrC=1C=C2C=C(C=NC2=CC1)NC(=O)C1CCN(CC1)C(=O)OC(C)(C)C